6-(4-chlorophenyl)benzol ClC1=CC=C(C=C1)C1=CC=CC=C1